ClC1=CC2=C(N=C(O2)C2CC2)C=C1CO (6-chloro-2-cyclopropyl-1,3-benzoxazol-5-yl)methanol